CN(P(N(C)C)(N(C)C)=O)C Hexamethylphosphoric triamide